OC=1C=C(C=CC1)C1C(=CNC=C1C(=O)[O-])C(=O)OC methyl 4-m-hydroxyphenyl-1,4-dihydropyridine-3,5-dicarboxylate